3-(2-hydroxyethoxy)propyl 2-methylprop-2-enoate CC(C(=O)OCCCOCCO)=C